FC1=CC=C(CC2=CC(=C(C3=C2N=CS3)I)N)C=C1 4-(4-fluorobenzyl)-7-iodobenzo[d]thiazol-6-amine